4-[4-bromo-3-hydroxy-7-(3-trifluoromethoxy-phenyl)-quinolin-2-yl]-4-oxo-butyric acid ethyl ester C(C)OC(CCC(=O)C1=NC2=CC(=CC=C2C(=C1O)Br)C1=CC(=CC=C1)OC(F)(F)F)=O